CC1=NOC(=N1)C1=CC=C(N=N1)OC1=CC=C(C=C1)C(C)(C)C1=CC=C(OC2CC(C2)NC(OC(C)(C)C)=O)C=C1 tert-butyl ((1r,3r)-3-(4-(2-(4-((6-(3-methyl-1,2,4-oxadiazol-5-yl)pyridazine-3-yl)oxy)phenyl) propan-2-yl)phenoxy)cyclobutyl)carbamate